2-[1H-benzimidazol-2-yl-(3-chloro-2-hydroxy-phenyl)-methyl]-6-[4-(1-methyl-4-piperidyl)phenyl]isoindolin-1-one N1C(=NC2=C1C=CC=C2)C(N2C(C1=CC(=CC=C1C2)C2=CC=C(C=C2)C2CCN(CC2)C)=O)C2=C(C(=CC=C2)Cl)O